Dimethyl 4-azidopyridine-2,6-dicarboxylate N(=[N+]=[N-])C1=CC(=NC(=C1)C(=O)OC)C(=O)OC